4-(4-(5-(morpholin-4-carbonyl)pyridin-3-yl)-1H-1,2,3-triazol-1-yl)pyrrole-1-carboxylic acid tert-butyl ester C(C)(C)(C)OC(=O)N1C=CC(=C1)N1N=NC(=C1)C=1C=NC=C(C1)C(=O)N1CCOCC1